2-((2S,4S)-2-methylpiperidin-4-yl)isoindoline-1,3-dione C[C@@H]1NCC[C@@H](C1)N1C(C2=CC=CC=C2C1=O)=O